6,7-Dichloro-3-(3,4-dimethoxybenzoyl)-N-(3-(dimethylamino)propyl)-4-oxo-4H-chromene-2-carboxamide ClC=1C=C2C(C(=C(OC2=CC1Cl)C(=O)NCCCN(C)C)C(C1=CC(=C(C=C1)OC)OC)=O)=O